S(=O)(=O)(O)CCCOC1=CC=C(C(=O)C2=CC=CC=C2)C=C1 4-(3-sulfopropoxy)benzophenone